4-[2-(Ethylamino)-6-[6-(hydroxymethyl)-1-oxo-4-(trifluoromethyl)-3H-isoindol-2-yl]pyridin-4-yl]-3-(4-methyl-1,2,4-triazol-3-yl)benzonitrile C(C)NC1=NC(=CC(=C1)C1=C(C=C(C#N)C=C1)C1=NN=CN1C)N1C(C2=CC(=CC(=C2C1)C(F)(F)F)CO)=O